N1(N=CC=C1)CC1=CC(=C(C(=O)NS(=O)(=O)C=2C=C3CCCC3=CC2OC)C=C1)OC 4-((1H-pyrazol-1-yl)methyl)-2-methoxy-N-((6-methoxy-2,3-dihydro-1H-inden-5-yl)sulfonyl)benzamide